Cl.NCC#CC1=CC=C(C=N1)C#CCNC(C[C@H]1C=2N(C3=C(C(=N1)C1=CC=C(C=C1)Cl)C(=C(S3)C)C)C(=NN2)C)=O (S)-N-(3-(6-(3-aminoprop-1-yn-1-yl)pyridin-3-yl)prop-2-yn-1-yl)-2-(4-(4-chlorophenyl)-2,3,9-trimethyl-6H-thieno[3,2-f][1,2,4]triazolo[4,3-a][1,4]diazepin-6-yl)acetamide hydrochloride